BrC[K] bromomethylpotassium